N-(3-fluorophenyl)-N-({5-[5-(trifluoromethyl)-1,3,4-oxadiazol-2-yl]-1,3-thiazol-2-yl}methyl)methanesulfonamide FC=1C=C(C=CC1)N(S(=O)(=O)C)CC=1SC(=CN1)C=1OC(=NN1)C(F)(F)F